NC1=NC=C(C2=C1C=NN2C)NC(C(N2[C@H](CC[C@@H](C2)C)CC)=O)=O N-(4-Amino-1-methyl-pyrazolo[4,3-c]pyridin-7-yl)-2-oxo-2-[(2S,5S)-2-ethyl-5-methyl-1-piperidyl]acetamide